tert-butyl 4-((5-amino-4-((3,4-dichloro-2-fluorophenyl)amino)-7-methoxyquinazolin-6-yl)oxy)piperidine-1-carboxylate NC1=C2C(=NC=NC2=CC(=C1OC1CCN(CC1)C(=O)OC(C)(C)C)OC)NC1=C(C(=C(C=C1)Cl)Cl)F